C(C)C1=CC(=C(C=C1)C1=C(C=NN1C1CCO1)C(=O)N[C@@H]1C(NC2=C(C(=N1)C1=CC=CC=C1)C=CC=C2)=O)F 5-(4-ethyl-2-fluorophenyl)-1-(oxetan-4-yl)-N-[(3S)-2-oxo-5-phenyl-1,3-dihydro-1,4-benzodiazepine-3-Yl]pyrazole-4-carboxamide